O2-benzyl O1-tert-butyl 5-(isopropoxycarbonylamino)piperidine-1,2-dicarboxylate C(C)(C)OC(=O)NC1CCC(N(C1)C(=O)OC(C)(C)C)C(=O)OCC1=CC=CC=C1